C(CCCCCC)OCC(COCCCCCCC)OCCCCCCC 1,2,3-triheptyloxypropane